[Cl-].C[N+](CC)(C)C N,N,N-trimethylethan-1-aminium chloride